8-(5-((2-amino-3-chloropyridin-4-yl)thio)-6-methylpyrazin-2-yl)-8-azaspiro[4.5]decan-1-amine NC1=NC=CC(=C1Cl)SC=1N=CC(=NC1C)N1CCC2(CCCC2N)CC1